ethyl 2-(3-bromophenyl)thiazole-5-carboxylate BrC=1C=C(C=CC1)C=1SC(=CN1)C(=O)OCC